C(\C=C\C(=O)O)(=O)O.FC1=C(C=CC(=C1)C(F)(F)F)C=1C(=NC(=NC1)NC[C@]1(NCCC1)C)C (S)-5-(2-fluoro-4-(trifluoromethyl)phenyl)-4-methyl-N-((2-methyl-pyrrolidin-2-yl)methyl)pyrimidin-2-amine, fumarate salt